FC(C(=O)O)(F)F (28e)-trifluoroacetic acid